ClC=1C=C2C(=CC1)NC(C21CCN(CC1)CCOC1=CC=2C(=NN(N2)C2CC(C2)(C)O)C(=C1)C(F)(F)F)=O 5-chloro-1'-{2-[2-(3-hydroxy-3-methylcyclobutyl)-7-(trifluoromethyl)-2H-1,2,3-benzotriazol-5-yloxy]ethyl}spiro[indoline-3,4'-piperidin]-2-one